Oleoyl-sarcosine octadecyl-ammonium salt C(CCCCCCCCCCCCCCCCC)[NH3+].C(CCCCCCC\C=C/CCCCCCCC)(=O)N(C)CC(=O)[O-]